ClC=1C=C(C2=C(NC(=N2)C(=O)N2CC=3N(C(C2)C)C(=NC3)C(F)(F)F)C1C)F (6-Chloro-4-fluoro-7-methyl-1H-benzo[d]imidazol-2-yl)(5-methyl-3-(trifluoromethyl)-5,6-dihydroimidazo[1,5-a]pyrazin-7(8H)-yl)methanone